2-chloro-N-isopropyl-5-((1-isopropyl-1H-pyrazol-4-yl)ethynyl)pyridin-4-amine ClC1=NC=C(C(=C1)NC(C)C)C#CC=1C=NN(C1)C(C)C